[2H]C1(OC2=C(C1[2H])C=CC=C2)C2=CC=CC=C2 2,3-dideutero-2-phenyl-2,3-dihydro-1-benzofuran